C(C)(C)(C)OC(=O)N[C@H](C(=O)O)CCS(=O)(=O)C (2S)-2-(tert-butoxycarbonylamino)-4-methanesulfonyl-butyric acid